ClC1=C(C=C(C=C1)N1CC2(C=3C1=NC=C(N3)C(=O)N3C(CN(CC3)C3=NC(=C(C(=O)O)C(=C3)C)C)(C)C)CC(C2)(C)C)F 6-(4-(5'-(4-chloro-3-fluorophenyl)-3,3-dimethyl-5',6'-dihydrospiro[cyclobutane-1,7'-pyrrolo[2,3-b]pyrazine]-2'-carbonyl)-3,3-dimethylpiperazin-1-yl)-2,4-dimethylnicotinic acid